C(#N)C1=CC(=C(C=C1)C=1C=NC=CC1C(=O)NC=1SC=2C(=NC=C(N2)C2=CC=C(C=C2)C#N)N1)OC 3-(4-cyano-2-methoxyphenyl)-N-(6-(4-cyanophenyl)thiazolo[4,5-b]pyrazin-2-yl)pyridine-4-carboxamide